3-methylbutyryl 2-propylheptanoyl peroxide C(CC)C(C(=O)OOC(CC(C)C)=O)CCCCC